2-ethyl-9,10-diethoxy-1,4-dihydroanthracene C(C)C=1CC2=C(C3=CC=CC=C3C(=C2CC1)OCC)OCC